2-((4'-((5-cyclopropyl-3-(2,6-dichlorophenyl)isoxazol-4-yl)methoxy)-[1,1'-biphenyl]-4-yl)oxy)-2-methylpropanoic acid C1(CC1)C1=C(C(=NO1)C1=C(C=CC=C1Cl)Cl)COC1=CC=C(C=C1)C1=CC=C(C=C1)OC(C(=O)O)(C)C